N,N-bis(2-ethylhexyl)-methyl-1H-benzotriazole-1-methylamine C(C)C(CN(CN1N=NC2=C1C=CC=C2C)CC(CCCC)CC)CCCC